(S)-6-(3-methyl-1H-pyrrolo[2,3-b]pyridin-5-yl)-2-(pyridin-3-yl)-8-(pyrrolidin-2-yl)-1,2,3,4-tetrahydroisoquinoline CC1=CNC2=NC=C(C=C21)C=2C=C1CCN(CC1=C(C2)[C@H]2NCCC2)C=2C=NC=CC2